Phenyl-[bis(biphenylyl)triazinyl]dibenzofuran C1(=CC=CC=C1)C1=C(C2=C(OC3=C2C=CC=C3)C=C1)C1=NN=NC(=C1C1=C(C=CC=C1)C1=CC=CC=C1)C1=C(C=CC=C1)C1=CC=CC=C1